(2H-indazol-6-yl)methanol N=1NC=C2C=CC(=CC12)CO